C(#N)C1=CC(=C(COC2=CC=CC(=N2)C2(CCN(CC2)[C@@H](C)C2=NC3=C(N2C[C@H]2OCC2)C=C(C=C3)C(=O)O)O)C=C1)F 2-((S)-1-(4-(6-((4-cyano-2-fluorobenzyl)oxy)pyridine-2-yl)-4-hydroxypiperidin-1-yl)ethyl)-1-(((S)-oxetan-2-yl)methyl)-1H-benzo[d]imidazole-6-Carboxylic acid